C(C)(=O)NC=1N=C2N(N=C(C=C2)C=2C=C(C(=NC2C)OC)C(=O)NC(C)C2=C(C=CC(=C2)C(F)(F)F)F)C1 5-{2-acetamidoimidazo[1,2-b]pyridazin-6-yl}-N-{1-[2-fluoro-5-(trifluoromethyl)phenyl]ethyl}-2-methoxy-6-methylpyridine-3-carboxamide